1-(3-Ethylphenyl)-N,N-dimethylnaphthalen-2-amine C(C)C=1C=C(C=CC1)C1=C(C=CC2=CC=CC=C12)N(C)C